N[C@H]1CN2C(OC1)=C(C=N2)S(=O)(N)=NC(NC2=C1CCCC1=CC=1CCCC21)=O (6S)-6-amino-N'-((1,2,3,5,6,7-hexahydro-s-indacen-4-yl)carbamoyl)-6,7-dihydro-5H-pyrazolo[5,1-b][1,3]oxazine-3-sulfonimidamide